C=C(C)C=1NCCC1 2-(prop-1-en-2-yl)-4,5-dihydroAzole